C(=C)S(=O)(=O)C(C(=O)N)CCCC(C(=O)N)S(=O)(=O)C=C trimethylenebis[2-(vinylsulfonyl)acetamide]